1-(4-((4-((2-fluoro-4-((2-(4-(trifluoromethyl)piperidin-1-yl)pyridin-4-yl)oxy)phenyl)amino)-7-methoxyquinazolin-6-yl)amino)piperidin-1-yl)prop-2-en-1-one FC1=C(C=CC(=C1)OC1=CC(=NC=C1)N1CCC(CC1)C(F)(F)F)NC1=NC=NC2=CC(=C(C=C12)NC1CCN(CC1)C(C=C)=O)OC